5-(1-amino-4-(trimethylsilyl)but-3-yn-1-yl)pyridin-3-amine NC(CC#C[Si](C)(C)C)C=1C=C(C=NC1)N